FC1=CC=C(C=C1)C1=NN2C(OCC2)=C1C1=CC(=NC=C1)N 4-(6-(4-fluorophenyl)-2,3-dihydropyrazolo[5,1-b]oxazol-7-yl)pyridin-2-amine